C(C)(C)(C)OCC[C@@H](C(=O)NC1=CC=C(C(=O)O)C=C1)N1C(C=C(C(=C1)OC)C1=C(C=CC(=C1)Cl)C(CC)=O)=O (S)-4-(4-(tert-butoxy)-2-(4-(5-chloro-2-propionylphenyl)-5-methoxy-2-oxopyridin-1(2H)-yl)butyrylamino)benzoic acid